C(C)(C)(C)OC(NC1=CC(N(C=C1F)C)=O)=O (5-fluoro-1-methyl-2-oxo-1,2-dihydropyridin-4-yl)carbamic acid tert-butyl ester